C(C1=CC=CC=C1)OC1=CC=C(C=C1)C1CCN(CC1)C(=O)OC(C)(C)C tert-Butyl 4-[4-(benzyloxy)phenyl]piperidine-1-carboxylate